C(C1=CC=CC=C1)N1N=NC(=C1C)C1=C(N)C(=CC(=C1C)Br)F 2-(1-Benzyl-5-methyl-1H-1,2,3-triazol-4-yl)-4-bromo-6-fluoro-3-methylaniline